ClC1=C(C(=CC=C1Cl)F)[C@@H](NC(=O)C1CC2(C(N(C(N2)=O)C)=O)CC1)C1(CCCC1)C N-((S)-(2,3-dichloro-6-fluorophenyl)(1-methylcyclopentyl)methyl)-3-methyl-2,4-dioxo-1,3-diazaspiro[4.4]nonane-7-carboxamide